C\C(\C=C/C=O)=C/C1=CC=C(C=C1)C (2Z,4E)-4-Methyl-5-(4-methylphenyl)-2,4-pentanedienal